ClC=1C(=C(C=CC1)C1(CCC1)N1[C@@H](C[C@@](CC1)(C(=O)O)CC1=NC(=CC=C1F)NC1=NNC(=C1)C)CC)F (2R,4R)-1-(1-(3-chloro-2-fluoro-phenyl)cyclobutyl)-2-ethyl-4-((3-fluoro-6-((5-methyl-1H-pyrazol-3-yl)amino)pyridin-2-yl)methyl)piperidine-4-carboxylic acid